C1(CC1)C=1C=C2C=CC(=NC2=C(C1C=1C2=CN(N=C2C=C(C1C)F)C(C1=CC=CC=C1)(C1=CC=CC=C1)C1=CC=CC=C1)O[C@@H](C)C1=CC=CC=C1)OC[C@H](C)OC 6-cyclopropyl-7-[6-fluoro-5-Methyl-2-(triphenylmethyl)-2H-indazol-4-yl]-2-[(2S)-2-methoxypropoxy]-8-[(1S)-1-phenylethoxy]quinoline